6-bromo-N-(4-fluorophenyl)-3-(trifluoromethyl)pyridine-2-carboxamide BrC1=CC=C(C(=N1)C(=O)NC1=CC=C(C=C1)F)C(F)(F)F